(3aS,5S,6aR)-2-((R)-2-(3,5-difluoro-4-hydroxyphenyl)-2-hydroxyethyl)-5-phenoxyhexahydrocyclopenta[c]pyrrol-3a(1H)-ol FC=1C=C(C=C(C1O)F)[C@H](CN1C[C@@H]2[C@](C1)(C[C@H](C2)OC2=CC=CC=C2)O)O